ClC1=NC=2N(C(=C1)Cl)N=CC2 5,7-dichloropyrazolo[1,5-a]pyrimidine